(rac)-1-methyl-4-[4-(5-methyl-1,3-benzoxazol-2-yl)piperidin-1-yl]-2-oxo-7-[oxolane-3-yloxy]-1,2-dihydroquinoline-3,6-dinitrile CN1C(C(=C(C2=CC(=C(C=C12)O[C@H]1COCC1)C#N)N1CCC(CC1)C=1OC2=C(N1)C=C(C=C2)C)C#N)=O |r|